C(C)OC(=O)N1CCC(CC1)N1CCC(CC1)C1=CC2=C(C=N1)C=C(N2C)C2=CC(=C(C=C2)OC)OC Ethyl-4-(2-(3,4-dimethoxyphenyl)-1-methyl-1H-pyrrolo[3,2-c]pyridin-6-yl)-[1,4'-bipiperidin]-1'-carboxylat